ClC1=C(C=CC=C1Cl)N1C(=NC(=CC1=O)N1CCC(CC1)NC[C@@H](CO)O)C 3-(2,3-dichlorophenyl)-6-(4-{[(2S)-2,3-dihydroxypropyl]amino}piperidin-1-yl)-2-methyl-3,4-dihydropyrimidin-4-one